C(C)(=O)N1C[C@@H](CCC1)N1N=CC(=C1)C=1NC=CC1 2-(1-((R)-1-acetylpiperidin-3-yl)-1H-pyrazol-4-yl)-1H-pyrrole